methyl 2-(3-(benzyloxy) phenyl)-7-((tert-butyldimethylsilyl)oxy)-2,6,6-trimethylheptanoate C(C1=CC=CC=C1)OC=1C=C(C=CC1)C(C(=O)OC)(CCCC(CO[Si](C)(C)C(C)(C)C)(C)C)C